ClC=1C(=C(CN2[C@@H](C[C@@](CC2)(C(=O)O)CC2=NC(=C(C(=C2F)[C@H](C)F)F)NC2=NNC(=C2)C)C)C=CC1)F (2R,4R)-1-(3-chloro-2-fluorobenzyl)-4-((3,5-difluoro-4-((S)-1-fluoro-ethyl)-6-((5-methyl-1H-pyrazol-3-yl)amino)pyridin-2-yl)methyl)-2-methylpiperidine-4-carboxylic acid